N-[2-(N-methylacetamido)pyrimidin-4-yl]benzamide CN(C(C)=O)C1=NC=CC(=N1)NC(C1=CC=CC=C1)=O